(1-(4-bromophenyl)azetidin-3-yl)(4-(hydroxymethyl)piperidin-1-yl)methanone BrC1=CC=C(C=C1)N1CC(C1)C(=O)N1CCC(CC1)CO